BrC=1C(=CC2=C(N=C(O2)Cl)C1)F 5-bromo-2-chloro-6-fluorobenzo[d]oxazole